C1(=CC=CC=C1)[C@H]1CCC2=NC=3C(=NC(=CC3)C3=CC(=NC=C3)OC3CCC(CC3)C(=O)OC)N21 (R)-methyl 4-((4-(8-phenyl-7,8-dihydro-6H-pyrrolo[2',1':2,3]imidazo[4,5-b]pyridin-2-yl)pyridin-2-yl)oxy)cyclohexanecarboxylate